CC=1C=C(N)C=C(C1N1CCN(CC1)C)C 3,5-dimethyl-4-(4-methylpiperazin-1-yl)aniline